ClC1=C(C=C(C=C1)NC(=O)N1C2CC(CC1C2)C)[C@H]2[C@@](CC2)(C)O cis-N-(4-chloro-3-((1S,2S)-2-hydroxy-2-methylcyclobutyl)phenyl)-3-methyl-6-azabicyclo[3.1.1]heptane-6-carboxamide